(R)-6-Fluoro-N-(8-fluoro-6-oxo-1,2,3,4,5,6-hexahydrophenanthridin-1-yl)-N,4-dimethyl-1H-indole-2-carboxamide FC1=CC(=C2C=C(NC2=C1)C(=O)N(C)[C@@H]1CCCC=2NC(C3=CC(=CC=C3C12)F)=O)C